N-[1-(benzyloxy)-2-methylpropan-2-yl]-3,6-dichloropyridazine-4-carboxamide C(C1=CC=CC=C1)OCC(C)(C)NC(=O)C1=C(N=NC(=C1)Cl)Cl